(cis-3-(ethylthio)cyclobutyl)carbamic acid tert-butyl ester C(C)(C)(C)OC(N[C@@H]1C[C@@H](C1)SCC)=O